CC1=C(C=CC=C1OC([2H])([2H])[2H])[C@H]1NCC[C@H]1O (2R,3R)-2-[2-Methyl-3-(trideuteriomethoxy)phenyl]pyrrolidin-3-ol